C(C)(C)(C)N(C(O)=O)CCNC1=NON=C1C1=NOC(N1C1=CC(=C(C=C1)F)Br)=O.FC1=CC(=C(C(=C1)OC)C(C)=O)OC 1-(4-fluoro-2,6-dimethoxyphenyl)ethan-1-one tert-Butyl-2-(4-(4-(3-bromo-4-fluorophenyl)-5-oxo-4,5-dihydro-1,2,4-oxadiazol-3-yl)-1,2,5-oxadiazol-3-ylamino)ethylcarbamate